C1(=C(C=CC=C1)C#CC1=NNC2=CC=C(C=C12)C(=O)N1CC(NCC1)=O)C1=CC=CC=C1 4-(3-([1,1'-biphenyl]-2-ylethynyl)-1H-indazole-5-carbonyl)piperazin-2-one